5-(5-(1-(4-aminobenzyl)-1H-pyrrol-3-yl)-6-methylpyridazin-3-yl)pyrimidine-2,4(1H,3H)-dione NC1=CC=C(CN2C=C(C=C2)C=2C=C(N=NC2C)C=2C(NC(NC2)=O)=O)C=C1